3-[2-(1-Cyclopropyl-6,7-difluoro-1,3-benzodiazol-5-yl)ethynyl]-5-(methylamino)-1-[(3S)-1-(prop-2-enoyl)pyrrolidin-3-yl]pyrazole-4-carboxamide C1(CC1)N1C=NC2=C1C(=C(C(=C2)C#CC2=NN(C(=C2C(=O)N)NC)[C@@H]2CN(CC2)C(C=C)=O)F)F